ClC=1C=C(C=2N(N1)N=CN2)[C@@H]2[C@H](C2)C=2C=C1C=NN(C1=CC2)CC(F)(F)F 6-chloro-8-((1S,2S)-2-(1-(2,2,2-trifluoroethyl)-1H-indazol-5-yl)cyclopropyl)-[1,2,4]triazolo[1,5-b]pyridazine